C1=CC=C(C=C1)N(C2=CC=CC=C2)C3=CC=C(C=C3)C4=CC=C(C=C4)N(C5=CC=CC=C5)C6=CC=CC=C6 N,N,N',N'-Tetraphenylbenzidine